NC1=C(C(=O)NC(C)C)C=C(C=N1)C1=C(C=C(C=C1)NC([C@@H](O)C1=CC(=CC(=C1)F)F)=O)C (S)-2-amino-5-(4-(2-(3,5-difluorophenyl)-2-hydroxyacetamido)-2-methylphenyl)-N-isopropylnicotinamide